COC(=O)C12CC3(N(C=4N(C(N=CC4)=O)C3)C1)C2 1-oxo-1H,6H,9H-7,8a-methanopyrrolo[1',2':3,4]imidazo[1,2-c]pyrimidine-7(8H)-carboxylic acid methyl ester